OC=1C=CC(=C(C1)NC(=O)C1=CN=C(S1)NC(OC(C)(C)C)=O)C tert-butyl N-[5-[(5-hydroxy-2-methyl-phenyl)carbamoyl]thiazol-2-yl]carbamate